2,2-difluoroethylchloroformate FC(COC(=O)Cl)F